C(C)SC1=NNC(=N1)C(C)C 3-ethylthio-5-isopropyl-1,2,4-triazole